ClC1=C(C=CC=C1)C=1SC2=C(N1)C=CC=C2 2-(2-chlorophenyl)benzothiazole